NC1=CC(=C(C=C1)C1=C(C=2N=CN=C(C2N1C1=CC(=C(C=C1)OC1=NC=CC(=N1)C)F)N)Br)C1OCCO1 6-[4-amino-2-(1,3-dioxolan-2-yl)phenyl]-7-bromo-5-{3-fluoro-4-[(4-methylpyrimidin-2-yl)oxy]phenyl}-5H-pyrrolo[3,2-d]pyrimidin-4-amine